4-amino-3,5,6-trichloropyridinenitrile NC1=C(C(=NC(=C1Cl)Cl)C#N)Cl